2,4-dimethylthiophen-3-one CC1SC=C(C1=O)C